8-(4-methoxybenzo[d]thiazol-6-yl)-3-methoxy-6-methyl-cinnoline COC1=CC(=CC2=C1N=CS2)C=2C=C(C=C1C=C(N=NC21)OC)C